4-Isocyanato-1H-indole N(=C=O)C1=C2C=CNC2=CC=C1